BrC=1C(=C(\C=C/2\ON(OS2)CCCCCCC(=O)NO)C=CC1)OC (Z)-7-(5-(3-bromo-2-methoxybenzylidene)-2,4-dioxathiazolidine-3-yl)-N-hydroxyheptanamide